COC(=O)C1=C2C(=NC(=C1)N1[C@@H](COCC1)C)C(=NN2C)C2=NN(C=C2)C2OCCCC2 1-methyl-5-((R)-3-methylmorpholinyl)-3-(1-(tetrahydro-2H-pyran-2-yl)-1H-pyrazol-3-yl)-1H-pyrazolo[4,3-b]pyridine-7-carboxylic acid methyl ester